[N+]=1(C(=CC=CC1)C)[O-] 2-picoline N-oxide